methyl-2-azabicyclo[3.1.0]hexan CC12NCCC2C1